NC(=C(C#N)C#N)C1=NON=C1N 2-(amino(4-amino-1,2,5-oxadiazol-3-yl)methylene)malononitrile